O=C1N(C(C=C1)=O)CCC(=O)N[C@H](C(=O)N[C@H](C(=O)NC1=CC=C(COC(=O)NCC2CN(C2)C(=O)OC(C)(C)C)C=C1)C)C tert-butyl 3-(((((4-((S)-2-((S)-2-(3-(2,5-dioxo-2,5-dihydro-1H-pyrrol-1-yl)propanamido)propanamido)propanamido)benzyl)oxy) carbonyl)amino)methyl)azetidine-1-carboxylate